7-benzyloxy-N-[(2,4-difluorophenyl)methyl]-14-methoxy-11-methyl-6,9-dioxo-10,15-diazatetracyclo[6.6.1.11,10.04,15]hexadeca-4,7,12-triene-5-carboxamide C(C1=CC=CC=C1)OC=1C(C(=C2CCC34C(C=CC(N(C(C1N32)=O)C4)C)OC)C(=O)NCC4=C(C=C(C=C4)F)F)=O